N1(C=NC=C1)C1=CC=CC(=N1)C(=O)NC1=CC=C(C=C1)C(F)(F)F 6-(1H-imidazol-1-yl)-N-(4-(trifluoromethyl)phenyl)pyridinecarboxamide